C(#C)C1[C@@H]2CN(C[C@H]12)C(=O)OC(C)(C)C (1R,5S,6s)-tert-butyl 6-ethynyl-3-azabicyclo[3.1.0]hexane-3-carboxylate